N1=CNC(C2=C1C=CC(N2)=O)=O pyrido[3,2-d]pyrimidine-4,6(3H,5H)-dione